1-tert-butyl 2-methyl 6-bromo-1H-indole-1,2-dicarboxylate BrC1=CC=C2C=C(N(C2=C1)C(=O)OC(C)(C)C)C(=O)OC